CC=1C=C(CNC2=C3N=CN(C3=NC(=N2)C=2C=NC=C(C2)C)[C@H]2[C@@H]([C@@H]([C@H](O2)C(=O)NC)O)O)C=CC1 (2S,3S,4R,5R)-5-(6-(3-methylbenzylamino)-2-(5-methylpyridin-3-yl)-9H-purin-9-yl)-3,4-dihydroxy-N-methyl-tetrahydrofuran-2-carboxamide